C(C)(C)N(C(\C=C/C1=CC=C(C=C1)C(F)(F)F)=O)CC1=CC=2N(C=C1)N=CC2C(=O)N (Z)-5-((N-isopropyl-3-(4-(trifluoromethyl)phenyl)acrylamido)methyl)pyrazolo[1,5-a]pyridine-3-carboxamide